5-(4-(tert-butoxycarbonyl)piperazin-1-yl)pentanoic acid C(C)(C)(C)OC(=O)N1CCN(CC1)CCCCC(=O)O